((((9H-fluoren-9-yl) methoxy) carbonyl) amino)-2-aminopentanoate C1=CC=CC=2C3=CC=CC=C3C(C12)COC(=O)NC(C(=O)[O-])(CCC)N